N-((3,3-difluorocyclobutyl)methyl)-3-(3-(difluoromethoxy)phenyl)-1-(5-fluoropyrimidin-2-yl)-1H-pyrrolo[3,2-b]pyridine-6-carboxamide FC1(CC(C1)CNC(=O)C=1C=C2C(=NC1)C(=CN2C2=NC=C(C=N2)F)C2=CC(=CC=C2)OC(F)F)F